CN1N=NC=2N(C1=O)C=NC2C(=O)N 3-methyl-4-oxo-8-imidazo[5,1-d][1,2,3,5]tetrazinecarboxamide